C1(CC1)C1=NOC2=C1C=C(C=C2)C(=O)OC methyl 3-cyclopropyl-1,2-benzoxazole-5-carboxylate